N[C@@H](CO)C1=NC=C(C=C1)S(=O)(=O)C (R)-2-amino-2-(5-(methylsulfonyl)pyridin-2-yl)ethanol